NC1=NC=2C=C(C(=CC2C2=C1C=NN2C)C(=O)N(C)CC2=NC=C(C=C2)C#C)C 4-amino-N-[(5-ethynylpyridin-2-yl)methyl]-1,7,N-trimethylpyrazolo[4,3-c]quinoline-8-carboxamide